tert-butyl (3R)-3-{[6-(4-hydroxy-1-benzothiophen-5-yl)-5-methylpyridazin-3-yl]amino}piperidine-1-carboxylate OC1=C(C=CC2=C1C=CS2)C2=C(C=C(N=N2)N[C@H]2CN(CCC2)C(=O)OC(C)(C)C)C